N1=CC(=CC=C1)C1=CC2=C(N=C(S2)NC=2C=C(C(=O)N[C@@H]3CNCC3)C=CN2)C=C1 (S)-2-((6-(pyridin-3-yl)benzo[d]thiazol-2-yl)amino)-N-(pyrrolidin-3-yl)isonicotinamide